The molecule is a polyene antibiotic obtained from Bacillus subtilis 168 that is active against a broad spectrum of bacteria. It is notoriously unstable. It has a role as an antimicrobial agent, an antibacterial agent and a bacterial metabolite. It is an enamine, a secondary alcohol, a polyketide, a polyene antibiotic and a monocarboxylic acid amide. CC(C)CC(C(=O)NC/C=C/C=C\\C=C\\C(=C\\C=C/C=C(/C)\\C(CC(=O)N/C(=C\\C=C\\C=C\\C(C)C(=O)O)/C)O)\\C)O